C(C)(=O)N[C@@H](CSSC[C@@H](C(=O)O)NC(C)=O)C(=O)O N,N'-DIACETYL-CYSTINE